C12CC(CC2C1)OC1=C(C=C(C=C1O)NC(=O)C=1N=C(OC1CC)N1CC(C1)(C)OC)Cl N-(4-(cis-bicyclo[3.1.0]hexan-3-yloxy)-3-chloro-5-hydroxyphenyl)-5-ethyl-2-(3-methoxy-3-methylazetidin-1-yl)oxazole-4-carboxamide